NCC=1C=CC(=NC1)CN1C(=NC=2C1=C(N=NC2N(CC2=C(C=C(C=C2)OC)OC)CC2=C(C=C(C=C2)OC)OC)OC(C)C)CCCC 1-((5-(aminomethyl)pyridin-2-yl)methyl)-2-butyl-N,N-bis(2,4-dimethoxybenzyl)-7-isopropoxy-1H-imidazo[4,5-d]pyridazin-4-amine